vinylcyclohexyl-phosphinic acid C(=C)P(O)(=O)C1CCCCC1